2-fluorophenyl 1-(8-fluoro-7-(8-fluoronaphthalen-1-yl)-2-((tetrahydro-1H-pyrrolizin-7a(5H)-yl)methoxy)pyrido[4,3-d]pyrimidin-4-yl)piperidine-3-carboxylate FC1=C(N=CC2=C1N=C(N=C2N2CC(CCC2)C(=O)OC2=C(C=CC=C2)F)OCC21CCCN1CCC2)C2=CC=CC1=CC=CC(=C21)F